[2-(3,4-difluoro-2-methyl-phenoxy)-4-methyl-5-(trifluoromethyl)-3-pyridinyl]-5-(2-oxopyrrolidin-1-yl)-1H-1,6-naphthyridin-4-one FC=1C(=C(OC2=NC=C(C(=C2N2C=CC(C3=C(N=CC=C23)N2C(CCC2)=O)=O)C)C(F)(F)F)C=CC1F)C